N-cyclohexyl-3,5-bis-(4-methylpentanoylamino)-benzamide C1(CCCCC1)NC(C1=CC(=CC(=C1)NC(CCC(C)C)=O)NC(CCC(C)C)=O)=O